(R)-6-fluoro-5-(1-(2-fluoropropyl)-1H-benzo[d][1,2,3]triazol-6-yl)-4-methoxy-N-(1-(oxetan-3-yl)piperidin-4-yl)pyrrolo[2,1-f][1,2,4]triazin-2-amine FC=1C(=C2C(=NC(=NN2C1)NC1CCN(CC1)C1COC1)OC)C=1C=CC2=C(N(N=N2)C[C@@H](C)F)C1